N-(2-cyclohexyl-1-(p-tolyl)ethyl)-2-oxo-6-(trifluoromethyl)-1,2-dihydropyridine-3-carboxamide C1(CCCCC1)CC(C1=CC=C(C=C1)C)NC(=O)C=1C(NC(=CC1)C(F)(F)F)=O